C(CCCCCCCCCCC)C1=C(C(=CC=C1)S(=O)(=O)O)S(=O)(=O)O dodecylbenzene-disulfonic acid